C(C)(C)(C)OC(=O)NC(C(=O)O[C@@H]1CC[C@H](CC1)CCC)(C)C trans-4-propylcyclohexyl 2-((tert-butoxycarbonyl) amino)-2-methylpropionate